(S)-1-(2-((2-((3-chloro-2-fluorobenzyl)amino)-1-cyclopropyl-2-oxoethyl)amino)-2-oxoethyl)-1H-indazole-3-carboxamide ClC=1C(=C(CNC([C@H](C2CC2)NC(CN2N=C(C3=CC=CC=C23)C(=O)N)=O)=O)C=CC1)F